2-(7-(2-ethoxy-2-oxoethyl)-3-methyl-2,3-dihydrobenzofuran-3-yl)-2-oxoethyl 2-fluoro-5-((6-fluoro-4-((methylsulfonyl)methyl)-1H-indol-5-yl)oxy)benzoate FC1=C(C(=O)OCC(=O)C2(COC3=C2C=CC=C3CC(=O)OCC)C)C=C(C=C1)OC=1C(=C3C=CNC3=CC1F)CS(=O)(=O)C